CN(C(=O)C=1C=C(C=CC1)C1=CC=CC=C1)C N,N-dimethyl-[1,1'-biphenyl]-3-carboxamide